CNC=1N=CC(=C2C=C(N=CC12)NC(=O)C1CC1)C=1OC(=CN1)C1=CC=CC=C1 N-(8-(methylamino)-5-(5-phenyloxazol-2-yl)-2,7-naphthyridin-3-yl)cyclopropanecarboxamide